trans-N,N-dibenzyl-4-[2-(difluoromethyl)triazol-4-yl]Cyclohexylamine C(C1=CC=CC=C1)N(CC1=CC=CC=C1)[C@@H]1CC[C@H](CC1)C1=NN(N=C1)C(F)F